FC1=C(C(=CC(=C1)OC)F)N1C(=NC(=C1)CC(=O)NN)NC(C1=CC=C(C=C1)OC(F)F)=O N-(1-(2,6-difluoro-4-methoxyphenyl)-4-(2-hydrazinyl-2-oxoethyl)-1H-imidazol-2-yl)-4-(difluoromethoxy)benzamide